N[C@@H](CC(=O)O)C(=O)N1[C@@H](CCC1)C(=O)NCC(=O)N[C@@H](CC1=CC=C(C=C1)O)C(=O)N[C@@H]([C@@H](C)CC)C(=O)NCC(=O)N[C@@H](CO)C(=O)N[C@@H](CCCN=C(N)N)C(=O)O aspartyl-L-prolylglycyl-L-tyrosyl-L-isoleucylglycyl-L-seryl-N5-(diaminomethylene)-L-ornithine